FC(OC1=C(C(=CC=C1)F)C1=C(C=NC(=C1)C)C(=O)NC=1SC(=NN1)OCC1=NC=C(C=C1)C(C)(C)OC)F 4-(2-(difluoromethoxy)-6-fluorophenyl)-N-(5-((5-(2-methoxyprop-2-yl)pyridin-2-yl)methoxy)-1,3,4-thiadiazol-2-yl)-6-methylpyridine-3-carboxamide